The molecule is an acyl-CoA(4-) resulting from the removal of all four protons from the phosphate and diphosphate groups of 3-hydroxy-9-oxo-9,10-seco-23,24-bisnorchola-1,3,5(10)-trien-22-oyl-CoA; major species at pH 7.3. It is a conjugate base of a 3-hydroxy-9-oxo-9,10-seco-23,24-bisnorchola-1,3,5(10)-trien-22-oyl-CoA. CC1=C(C=C(C=C1)O)CC[C@H]2[C@@H]3CC[C@@H]([C@]3(CCC2=O)C)[C@H](C)C(=O)SCCNC(=O)CCNC(=O)[C@@H](C(C)(C)COP(=O)([O-])OP(=O)([O-])OC[C@@H]4[C@H]([C@H]([C@@H](O4)N5C=NC6=C(N=CN=C65)N)O)OP(=O)([O-])[O-])O